methyl (R)-4-(1-((tert-butoxycarbonyl)amino)-2-hydroxyethyl)benzoate C(C)(C)(C)OC(=O)N[C@@H](CO)C1=CC=C(C(=O)OC)C=C1